(S)-N-(2-Fluoro-4-methyl-5-(3-methyl-8-morpholinoimidazo[1,2-a]pyridin-6-yl)phenyl)-3-(2,2,2-trifluoroethyl)pyrrolidine-1-carboxamide FC1=C(C=C(C(=C1)C)C=1C=C(C=2N(C1)C(=CN2)C)N2CCOCC2)NC(=O)N2C[C@@H](CC2)CC(F)(F)F